Cl.NCC1=CC=C(C=N1)C(=N)N 6-(aminomethyl)pyridine-3-carboxamidine hydrochloride